C(C)(C)(C)C=1C=C(CC2=C(C=CC(=C2)Br)NS(=O)(=O)C2=CC=C(C=C2)C)C=C(C1O)C(C)(C)C N-(2-(3,5-di-tert-butyl-4-hydroxybenzyl)-4-bromophenyl)-4-methylbenzenesulfonamide